butyl 4-(2-fluoro-6-methoxycarbonyl-3-pyridyl)piperazine-1-carboxylate FC1=NC(=CC=C1N1CCN(CC1)C(=O)OCCCC)C(=O)OC